(2R,3R,4S,5R)-2-(2-chloro-6-(1-phenylisoindol-2-yl)-9H-purin-9-yl)-5-(hydroxymethyl)tetrahydrofuran-3,4-diol ClC1=NC(=C2N=CN(C2=N1)[C@@H]1O[C@@H]([C@H]([C@H]1O)O)CO)N1C(=C2C=CC=CC2=C1)C1=CC=CC=C1